7,9-dihydroxy-10H-[1,3]dioxolo[4,5-b]xanthene OC=1C=C2OC=3C=C4C(=CC3CC2=C(C1)O)OCO4